C(#N)C=1C(=NN2C1C=C(C=C2)C(F)(F)F)NC(CC(C)(C)C)=O N-(3-cyano-5-(trifluoromethyl)pyrazolo[1,5-a]pyridin-2-yl)-3,3-dimethylbutanamide